2,5,8,11,14-pentaoxahexadecan-16-ol COCCOCCOCCOCCOCCO